Triethoxysilylpropyl-maleic acid C(C)O[Si](OCC)(OCC)CCC/C(/C(=O)O)=C/C(=O)O